tert-butyl 3-(2-amino-4-(methoxycarbonyl)phenoxy)azetidine-1-carboxylate NC1=C(OC2CN(C2)C(=O)OC(C)(C)C)C=CC(=C1)C(=O)OC